C(CCCC=C)=O hex-5-ene-1-one